COCN(COC)C1=NC(=NC(=N1)N(COC)COC)N(COC)COC Hexamethoxymethylmelamine